2-methyl-1,3-bis(8-phenylnaphthalen-1-yl)-1,3-dihydrobenzo[d][1,3,2]diazaphosphole 2-oxide CP1(N(C2=C(N1C1=CC=CC3=CC=CC(=C13)C1=CC=CC=C1)C=CC=C2)C2=CC=CC1=CC=CC(=C21)C2=CC=CC=C2)=O